(RS)-N,N-diethyl-2-(1-naphthyloxy)propionamide C(C)N(C([C@@H](C)OC1=CC=CC2=CC=CC=C12)=O)CC |r|